[4-(6-amino-4-ethoxy-pyridazin-3-yl)-piperidin-1-yl]-[4-methoxy-5-(phenoxy)-pyridin-2-yl]-methanone NC1=CC(=C(N=N1)C1CCN(CC1)C(=O)C1=NC=C(C(=C1)OC)OC1=CC=CC=C1)OCC